(S)-4-((((9H-fluoren-9-yl)methoxy)carbonyl)amino)-5-(allyloxy)-5-oxopentanoic acid C1=CC=CC=2C3=CC=CC=C3C(C12)COC(=O)N[C@@H](CCC(=O)O)C(=O)OCC=C